(S)-1'-(3-(3-fluoro-2-methylphenyl)imidazo[1,5-a]pyrazin-8-yl)-1,3-dihydrospiro[indene-2,4'-piperidine]-1-amine FC=1C(=C(C=CC1)C1=NC=C2N1C=CN=C2N2CCC1(CC2)[C@@H](C2=CC=CC=C2C1)N)C